O=C1C=CC(C=C1)=O 2,5-dioxobenzene